((1-(4-(aminomethyl)-2,6-dimethylphenyl)-4-methyl-6-carbonyl-1,6-dihydropyridazin-3-yl)methyl)-6-methylbenzo[d]oxazol-2(3H)-one NCC1=CC(=C(C(=C1)C)N1N=C(C(=CC1=C=O)C)CN1C(OC2=C1C=CC(=C2)C)=O)C